N-(1-{4-[2-(2-aminopyridin-3-yl)-5-methylimidazo[4,5-b]pyridin-3-yl]phenyl}cyclopropyl)-2-(2-fluoro-4-formyl-3-hydroxyphenyl)acetamide NC1=NC=CC=C1C1=NC=2C(=NC(=CC2)C)N1C1=CC=C(C=C1)C1(CC1)NC(CC1=C(C(=C(C=C1)C=O)O)F)=O